5-chloro-2-methyl-pyrazolo[4,3-b]pyridine ClC=1C=CC=2C(N1)=CN(N2)C